(1R,6S)-2,2,6-trimethyl-N-(2-pyridinylmethyl)cyclohexane-1-carboxamide CC1([C@@H]([C@H](CCC1)C)C(=O)NCC1=NC=CC=C1)C